(R)-3-(4-(4-amino-7H-pyrrolo[2,3-d]pyrimidin-5-yl)phenyl)-3-(5-cyano-3-((S)-1-(4-fluorophenyl)ethylcarbamoyl)pyridin-2-ylamino)propanoic acid NC=1C2=C(N=CN1)NC=C2C2=CC=C(C=C2)[C@@H](CC(=O)O)NC2=NC=C(C=C2C(N[C@@H](C)C2=CC=C(C=C2)F)=O)C#N